γ-Undecanolide C1(CC(CCCCCCCC)O1)=O